3-Pyrrolidin-1-ylsulfonylbenzoic acid [3-(3-ethyl-4-oxo-spiro[6,8-dihydro-5H-pyrazolo[4,3-c]azepin-7,4'-tetrahydropyran]-1-yl)-2,2-dimethyl-propyl] ester C(C)C1=NN(C2=C1C(NCC1(CCOCC1)C2)=O)CC(COC(C2=CC(=CC=C2)S(=O)(=O)N2CCCC2)=O)(C)C